C1=C(C=CC2=CC(=CC=C12)C(=O)O)C(=O)O.C(C)N(CC)CC triethylamine 2,6-naphthalenedicarboxylate